iso-triacontyl isocyanate C(CCCCCCCCCCCCCCCCCCCCCCCCCCC(C)C)N=C=O